C1(CC1)C1=CC(=NN1)NC1=NC(=NC=C1)N1CCC(CC1)CNC N-(5-cyclopropyl-1H-pyrazol-3-yl)-2-(4-((methylamino)methyl)piperidin-1-yl)pyrimidin-4-amine